O=C1NC(CCC1NC1=CC(=C(C=C1)N1CCN(CC1)C1CCN(CC1)C(=O)OC(C)(C)C)F)=O tert-butyl 4-(4-(4-((2,6-dioxopiperidin-3-yl)amino)-2-fluorophenyl)piperazin-1-yl)piperidine-1-carboxylate